1-(3-methoxyphenyl)-4,4-dimethyl-3-phenylpent-1-yn-3-ol COC=1C=C(C=CC1)C#CC(C(C)(C)C)(O)C1=CC=CC=C1